(S)-4-(4-chloro-5-fluoro-2-nitrophenyl)-1,2-dimethylpiperazine ClC1=CC(=C(C=C1F)N1C[C@@H](N(CC1)C)C)[N+](=O)[O-]